7-(5-(5-((2-hydroxy-2-methylpropyl)amino)-1,3,4-thiadiazol-2-yl)-4-(isopropylamino)pyridin-2-yl)pyrrolo[1,2-b]pyridazine-3-carbonitrile OC(CNC1=NN=C(S1)C=1C(=CC(=NC1)C1=CC=C2N1N=CC(=C2)C#N)NC(C)C)(C)C